ketosulfonium phenyltris(pentafluorophenyl)borate C1(=CC=CC=C1)[B-](C1=C(C(=C(C(=C1F)F)F)F)F)(C1=C(C(=C(C(=C1F)F)F)F)F)C1=C(C(=C(C(=C1F)F)F)F)F.O=[SH+]